C(C)(C)(C)OC(=O)N1[C@@H](CCC1)[C@@H]1[C@H](N([C@H]([Se]1)C(C)(C)C)C=O)C(=O)OC methyl (2r,4r,5r)-5-((S)-1-(tert-butoxycarbonyl) pyrrolidin-2-yl)-2-(tert-butyl)-3-formyl-1,3-selenazolidine-4-carboxylate